ClC1=CC=C(C=C1)C(CC(C)=O)O 4-(4-chlorophenyl)-4-hydroxybutan-2-one